COC=1C=C(C=CC1)C1=NOC=C1 3-(3-methoxyphenyl)isoxazole